N=C1C2N(C(CN1)=O)CCC2 1-imino-hexahydro-pyrrolo[1,2-a]Pyrazin-4-one